N-(4-piperidinyl)piperidine-1-carboxamide HCl Cl.N1CCC(CC1)NC(=O)N1CCCCC1